6,10-Dichloro-tetrazolo[5,1-a]phthalazine ClC1=NN2C(C3=C(C=CC=C13)Cl)=NN=N2